(2R,4R)-6-chloro-4-hydroxy-N-(3-{5-[cis-3-(trifluoromethoxy)cyclobutyl]-1,2-oxazol-3-yl}bicyclo[1.1.1]pentan-1-yl)-3,4-dihydro-2H-1-benzopyran-2-carboxamide ClC=1C=CC2=C([C@@H](C[C@@H](O2)C(=O)NC23CC(C2)(C3)C3=NOC(=C3)[C@@H]3C[C@@H](C3)OC(F)(F)F)O)C1